ClC=1C=C(C=CC1)[C@@H]1[C@H](C1)C(=O)NC1=NC(=CC(=C1)NCC=1N=C2N(C=C(C=C2)C2CC2)C1)C (1S,2S)-2-(3-chlorophenyl)-N-(4-(((6-cyclopropylimidazo[1,2-a]pyridin-2-yl)methyl)amino)-6-methylpyridin-2-yl)cyclopropane-1-carboxamide